5-(trifluoro-methyl)pyridine-3-sulfonyl chloride FC(C=1C=C(C=NC1)S(=O)(=O)Cl)(F)F